NC1=NC(=CC(=N1)C1CC(C1)C=1C(=C(C=CC1C)S(=O)(=O)N)OC)NC (3-(2-amino-6-(methylamino)pyrimidin-4-yl)cyclobutyl)-2-methoxy-4-methylbenzenesulfonamide